4-propoxy-thiazol C(CC)OC=1N=CSC1